2-chloro-5-((2-(3-(6-fluoro-[1,2,4]triazolo[4,3-a]pyridin-7-yl)propyl)-2-azaspiro[3.3]heptan-6-yl)oxy)benzonitrile ClC1=C(C#N)C=C(C=C1)OC1CC2(CN(C2)CCCC2=CC=3N(C=C2F)C=NN3)C1